BrC=1N=CN(C1)C=1N=CC(=NC1)N1C[C@@H](CC1)N(C)C (R)-1-(5-(4-Bromo-1H-imidazol-1-yl)pyrazin-2-yl)-N,N-dimethylpyrrolidin-3-amine